2-amino-1-hydroxypropan NC(CO)C